N1[C@@H]2[C@H](CC1)N(CC2)C(=O)OC(C)(C)C tert-butyl (3aS,6aS)-2,3,3a,5,6,6a-hexahydro-1H-pyrrolo[3,2-b]pyrrole-4-carboxylate